FC1=CC=CN1S(=O)(=O)C1=CC=CC=C1N1[C@H](COCC1)C 5-fluoro-6-((S)-3-methylmorpholino)-1-(benzenesulfonyl)-1H-pyrrole